FC=1C=C(C(=O)NC2=C(C=CC=C2)C(NCCN2CCN(CC2)C)=O)C=C(C1)F 3,5-difluoro-N-(2-((2-(4-methylpiperazin-1-yl)ethyl)carbamoyl)phenyl)benzamide